Methyl 5-bromo-6-chloro-4-(isopropylamino)pyridine-3-carboxylate BrC=1C(=C(C=NC1Cl)C(=O)OC)NC(C)C